1,3-diacetylethynyl-tetramethyl-disiloxane C(C)(=O)C#C[Si](O[Si](C)(C)C)(C(C)=O)C